2-aminoethyl-(diethoxymethoxysilane) NCC[SiH2]OC(OCC)OCC